1,3-Bis(tert-butylphosphino)-propane C(C)(C)(C)PCCCPC(C)(C)C